2-furancarboxaldehyde phosphate P(=O)(O)(O)O.O1C(=CC=C1)C=O